C(C1=CC=CC=C1)N([C@@H](CC(=O)OCC)C=1C=C(C(=CC1)C)C1=C(C=CC=C1C)C)[C@H](C)C1=CC=CC=C1 ethyl (S)-3-(benzyl((R)-1-phenylethyl)amino)-3-(2',6,6'-trimethylbiphenyl-3-yl)propanoate